CC1(COC2=C1C=C(C=C2)S(=O)(=O)N2CC1(C3=CC=CC=C23)CCCCC1)C 1'-[(3,3-dimethyl-2,3-dihydro-1-benzofuran-5-yl)sulfonyl]-1',2'-dihydrospiro[cyclohexane-1,3'-indole]